C(C)OC(C1=CC(=C(C=C1)N)N)=O 3,4-diamino-benzoic acid ethylester